[Cl-].ClC=1C(C(C=CC1)(C)O)C CHLOROXYLENOL CHLORIDE